C1(=CC=CC=C1)CC1=NC=CC=C1.C1(=CC=CC=C1)CC1=NC=CC=C1.[Ir+3] iridium (III) bis(phenylmethylpyridine)